CN(\C=N\C1=NC=CC(=C1)OC1=C(C=C(C=C1)[N+](=O)[O-])C)C (E)-N,N-dimethyl-N'-(4-(2-methyl-4-nitrophenoxy)pyridin-2-yl)formamidine